FC1(CCN(CC1)C=1C=C(C=C(C1)C)NC(C1=C(C=C(C=C1)I)N1CC2CC2(CC1)C)=O)F N-(3-(4,4-difluoropiperidin-1-yl)-5-methylphenyl)-4-iodo-2-(6-methyl-3-azabicyclo[4.1.0]heptan-3-yl)benzamide